(+)-3-bromocamphor CC1(C2CCC1(C(=O)C2Br)C)C